6-amino-7-bromo-2-(1-methyl-1H-pyrazol-4-yl)benzo[d]oxazole-5-carbonitrile NC1=C(C2=C(N=C(O2)C=2C=NN(C2)C)C=C1C#N)Br